C[C@H]1N(CCC1=O)C(=O)OC(C)(C)C tert-butyl (R)-2-methyl-3-oxopyrrolidine-1-carboxylate